lead (II) ascorbate O=C1C(O)=C([O-])[C@H](O1)[C@@H](O)CO.[Pb+2].O=C1C(O)=C([O-])[C@H](O1)[C@@H](O)CO